N-(trifluoromethylsulfonyloxy)bicyclo[2.2.1]hept-5-ene-2,3-dicarboximide FC(S(=O)(=O)ON1C(=O)C2C3C=CC(C2C1=O)C3)(F)F